5-(pyrazin-2-ylamino)-3-(4-((4-(trifluoromethoxy)phenyl)sulfonamido)phenyl)-1H-pyrazole-4-carboxamide N1=C(C=NC=C1)NC1=C(C(=NN1)C1=CC=C(C=C1)NS(=O)(=O)C1=CC=C(C=C1)OC(F)(F)F)C(=O)N